racemic-5-(((2-amino-7-(1H-pyrazol-5-yl)quinazolin-4-yl)amino)methyl)pyrrolidin-2-one NC1=NC2=CC(=CC=C2C(=N1)NC[C@H]1CCC(N1)=O)C1=CC=NN1 |r|